O=C1NC(CCC1C1=NN(C2=C(C(=CC=C12)N1CCN(CC1)CC1CCC2(CN(C2)C(=O)OC(C)(C)C)CC1)F)C)=O tert-butyl 7-((4-(3-(2,6-dioxopiperidin-3-yl)-7-fluoro-1-methyl-1H-indazol-6-yl)piperazin-1-yl)methyl)-2-azaspiro[3.5]nonane-2-carboxylate